5-[(7R)-1-fluoro-3-hydroxy-7-methoxy-5,6,7,8-tetrahydronaphthalen-2-yl]-1λ6,2,5-thiadiazolidine-1,1,3-trione FC1=C(C(=CC=2CC[C@H](CC12)OC)O)N1CC(NS1(=O)=O)=O